2-methyl-5-nitro-1H-pyrrolo[2,3-b]pyridine-1-carboxylic acid tert-butyl ester C(C)(C)(C)OC(=O)N1C(=CC=2C1=NC=C(C2)[N+](=O)[O-])C